4-(6-chloro-8-fluoro-2-(((S)-1-methylpyrrolidin-2-yl)methoxy)-4-(3-vinyl-5,6-dihydroimidazo[1,5-a]pyrazin-7(8H)-yl)quinazolin-7-yl)naphthalen-2-ol ClC=1C=C2C(=NC(=NC2=C(C1C1=CC(=CC2=CC=CC=C12)O)F)OC[C@H]1N(CCC1)C)N1CC=2N(CC1)C(=NC2)C=C